Ammonium thiosulfat S(=S)(=O)([O-])[O-].[NH4+].[NH4+]